CC1=NOC(=C1C=1C=C(C=CC1OCCN1CCC2(CNC2=O)CC1)NC(=O)C1CC1)C N-(3-(3,5-dimethylisoxazol-4-yl)-4-(2-(1-oxo-2,7-diazaspiro[3.5]nonan-7-yl)ethoxy)phenyl)cyclopropanecarboxamide